(R)-4-(6,7-dichloro-1-(2-isopropyl-4-methylpyridin-3-yl)-2-oxo-1,2-dihydropyrido[2,3-d]pyrimidin-4-yl)-2-(hydroxymethyl)piperazine-1-carboxylic acid tert-butyl ester C(C)(C)(C)OC(=O)N1[C@H](CN(CC1)C=1C2=C(N(C(N1)=O)C=1C(=NC=CC1C)C(C)C)N=C(C(=C2)Cl)Cl)CO